1-[3-cyano-4-(3-methoxyphenyl)thiophen-2-yl]-3-[4-(pyrrolidin-1-yl)butyl]urea C(#N)C1=C(SC=C1C1=CC(=CC=C1)OC)NC(=O)NCCCCN1CCCC1